6-Chloro-3-(2-chloro-3-((N-methylsulfamoyl) amino) benzyl)-4-((dimethylamino) methyl)-2-oxo-2H-benzopyran-7-yl dimethylcarbamate CN(C(OC1=CC2=C(C(=C(C(O2)=O)CC2=C(C(=CC=C2)NS(NC)(=O)=O)Cl)CN(C)C)C=C1Cl)=O)C